N-((3S,4S)-6-Acetyl-3-hydroxy-2,2-dimethylchroman-4-yl)-3-chloro-4-fluorobenzamide C(C)(=O)C=1C=C2[C@@H]([C@@H](C(OC2=CC1)(C)C)O)NC(C1=CC(=C(C=C1)F)Cl)=O